C(C)(C)(C)OC(NC(C(=O)NCCO)C(CC)C)=O (1-((2-hydroxyethyl)amino)-3-methyl-1-oxopentan-2-yl)carbamic acid tert-butyl ester